NCC1=CC(=NC=C1)C1(CCC1)O 1-[4-(aminomethyl)pyridin-2-yl]cyclobutan-1-ol